(3-methyl-2-nitro-imidazol-4-yl)methyl N-[7-morpholino-5-[4-(pyrimidin-2-ylamino)cyclohexoxy]-1,6-naphthyridin-3-yl]carbamate O1CCN(CC1)C1=NC(=C2C=C(C=NC2=C1)NC(OCC=1N(C(=NC1)[N+](=O)[O-])C)=O)OC1CCC(CC1)NC1=NC=CC=N1